N-benzyl-7-(4-bromo-3-chloro-benzoyl)-3-oxo-2-(3-sulfamoylphenyl)-6,8-dihydro-5H-imidazo[1,5-a]pyrazine-1-carboxamide C(C1=CC=CC=C1)NC(=O)C=1N(C(N2C1CN(CC2)C(C2=CC(=C(C=C2)Br)Cl)=O)=O)C2=CC(=CC=C2)S(N)(=O)=O